2,5-dichloro-3-(4-methoxyphenyl)amino-6-(2-methyl-1H-indol-3-yl)cyclohexane-2,5-diene-1,4-dione ClC=1C(C(=C(C(C1NC1=CC=C(C=C1)OC)=O)Cl)C1=C(NC2=CC=CC=C12)C)=O